NC1=CC2=C(S1)C(C1=C(SC(=C1)N)C2=O)=O 2,6-diaminobenzo[1,2-b:4,5-b']dithiophene-4,8-dione